β-D-Galactopyranosyl-(1→6)-D-glucose [C@@H]1([C@H](O)[C@@H](O)[C@@H](O)[C@H](O1)CO)OC[C@H]([C@H]([C@@H]([C@H](C=O)O)O)O)O